4,4'-thiobis(2,6-dibromobenzene) S(C1=CC(=CC(=C1)Br)Br)C1=CC(=CC(=C1)Br)Br